FC(C(C(F)(F)F)(OCCC[Si](OCC)(OCC)OCC)F)(F)F 3-(heptafluoroisopropoxy)propyl-triethoxysilane